C(C)C1C(NC2=CC3=C(C=C2N1C(=O)OC(C)(C)C)OCC[C@@H]1N(C3)CCN(C1)C(=O)OC(C)(C)C)=O di-tert-butyl (4aS)-10-ethyl-11-oxo-1,2,4,4a,5,6,11,12-octahydro-3H,10H-pyrazino[1',2':5,6][1,5]oxazocino[2,3-g]quinoxaline-3,9(14H)-dicarboxylate